2-[4-(4-Chlorophenyl)-5-(4-pyridyl)imidazol-1-yl]-N-[(3R)-pyrrolidin-3-yl]acetamide, hydrochloride Cl.ClC1=CC=C(C=C1)C=1N=CN(C1C1=CC=NC=C1)CC(=O)N[C@H]1CNCC1